CC1=C(C=CC(=C1)C(=O)O)C methyl-p-toluic acid